6-((8-Azabicyclo[3.2.1]octan-3-yl)oxy)-N-(4-([1,2,4]triazolo[1,5-a]pyridin-7-yloxy)-2-fluoro-3-methylphenyl)-7-ethoxyquinazolin-4-amine C12CC(CC(CC1)N2)OC=2C=C1C(=NC=NC1=CC2OCC)NC2=C(C(=C(C=C2)OC2=CC=1N(C=C2)N=CN1)C)F